S(=O)(=O)(N1N=C(C=C1C)C)N1N=C(C=C1C)C 1,1'-sulfonylbis(3,5-dimethylpyrazole)